4-[2-[2-piperidyl]ethyl]morpholine N1C(CCCC1)CCN1CCOCC1